C123OCCN1C(CC3NCC2)=O oxa-5,9-diazatricyclo[6.3.0.0(1,5)]undecan-6-one